BrC=1C=CC=2N(C1)N=C(C2C(=O)OC)C2=CC=CC=C2 Methyl 6-bromo-2-phenylpyrazolo[1,5-a]pyridine-3-carboxylate